α-methallyloxymethylacrylic acid C(C(C)=C)OCC(C(=O)O)=C